tert-Butyl-(2S,4R)-4-fluoro-2-((1-(5-fluoropyridin-2-yl)-1H-pyrazol-3-yl)carbamoyl)pyrrolidine C(C)(C)(C)N1[C@@H](C[C@H](C1)F)C(NC1=NN(C=C1)C1=NC=C(C=C1)F)=O